ClC1=CC2=C(N(C(=N2)C2=CC=C(C=C2)NC(=O)C2CCCCC2)C)C=C1Cl N-(4-(5,6-dichloro-1-methyl-1H-benzo[d]imidazol-2-yl)phenyl)cyclohexanecarboxamide